(Z)-2,3,5-trimethyl-6-(4-(5-oxo-2-((triisopropylsilyl)methylene)-2,5-dihydrofuran-3-yl)-1-phenylbutyl)cyclohexa-2,5-diene-1,4-dione CC=1C(C(=C(C(C1C)=O)C)C(CCCC=1/C(/OC(C1)=O)=C/[Si](C(C)C)(C(C)C)C(C)C)C1=CC=CC=C1)=O